ClC1=C(C=CC=C1)C(=O)C=1C=NC(=CC1NC1=NNC(=C1[N+](=O)[O-])C)N1CCOCC1 (2-chlorophenyl)(4-((5-methyl-4-nitro-1H-pyrazol-3-yl)amino)-6-morpholinopyridin-3-yl)methanone